(R)-4-chloro-5-(3-((4-(3,5-dimethylisoxazol-4-yl)pyridin-2-yl)oxy)pyrrolidin-1-yl)-2-(2-hydroxyethyl)pyridazin-3(2H)-one ClC=1C(N(N=CC1N1C[C@@H](CC1)OC1=NC=CC(=C1)C=1C(=NOC1C)C)CCO)=O